CC1=C(C(=CC(=C1)C)C)N=CCC1=CC=CC(=N1)C(C)=O 6-(2,4,6-Trimethylphenylimino)ethyl-2-acetylpyridin